COC(=O)[C@@H]1[C@H](C1)C=1C=NC=C(C1C)N.C(=O)(OC(C)(C)C)N1CC(C1)I N-Boc-3-iodoazetidine methyl-(1S,2S)-2-(5-amino-4-methylpyridin-3-yl)cyclopropane-1-carboxylate